ClC=1C=C(C(=NC1)OC)S(=O)(=O)NC1=C(C(=C(C=C1)F)C1=CC=2N(C=C1)C(=NC2)C=2NC=CN2)F 5-chloro-N-[2,4-difluoro-3-[3-(1H-imidazol-2-yl)imidazo[1,5-a]pyridin-7-yl]phenyl]-2-methoxypyridine-3-sulfonamide